diphenyl selenocarbonate C(OC1=CC=CC=C1)(OC1=CC=CC=C1)=[Se]